FC=1C=CC(=C(C1)B(O)O)OC(C)C 5-FLUORO-2-ISOPROPOXYPHENYLBORONIC ACID